3-bromo-1-((2-(trimethylsilyl)ethoxy)methyl)-1H-pyrrolo[2,3-b]pyridine-6-carboxylic acid BrC1=CN(C2=NC(=CC=C21)C(=O)O)COCC[Si](C)(C)C